[Na].[Na].C1(C(C=CC=C1)C)(C)O xylenol disodium salt